5-(2-(tert-butylamino)-2-oxoacetyl)-N-(4-fluoro-3-methylphenyl)-1-(2-fluoroethyl)-2,4-dimethyl-1H-pyrrole-3-carboxamide C(C)(C)(C)NC(C(=O)C1=C(C(=C(N1CCF)C)C(=O)NC1=CC(=C(C=C1)F)C)C)=O